C(C=C)(=O)O.C(=CC1=CC=CC=C1)N styrene-amine acrylate